1-(5-(4-Acetylpiperazin-1-yl)pyridin-2-yl)guanidine 2,2,2-trifluoroacetate FC(C(=O)O)(F)F.C(C)(=O)N1CCN(CC1)C=1C=CC(=NC1)NC(=N)N